(S)-2-{[(6-isochromanyl)methyl]amino}-2,5,5-trimethylhexanoic acid C1OCCC2=CC(=CC=C12)CN[C@](C(=O)O)(CCC(C)(C)C)C